(S)-2-((tert-butoxycarbonyl)amino)-3-(4-chlorophenyl)propionic acid C(C)(C)(C)OC(=O)N[C@H](C(=O)O)CC1=CC=C(C=C1)Cl